BrC1=C(C=C(C=C1)Cl)C[C@@H](C(=O)N(C)CCCCC=C)N(C([C@H](CC(C)C)NC(OC(C)(C)C)=O)=O)CC tert-butyl ((S)-1-(((S)-3-(2-bromo-5-chlorophenyl)-1-(hex-5-en-1-yl(methyl)amino)-1-oxopropan-2-yl)(ethyl)amino)-4-methyl-1-oxopentan-2-yl)carbamate